1-(1-tetrahydropyran-2-ylpyrazol-4-yl)cyclopropanecarbonitrile O1C(CCCC1)N1N=CC(=C1)C1(CC1)C#N